C(N)(SCCNC(=S)S)=S [2-[(dithiocarboxy) amino] ethyl] dithiocarbamate